2-{4-[4-nitro-2-(trifluoromethyl)benzyl]piperazin-1-yl}ethan-1-ol [N+](=O)([O-])C1=CC(=C(CN2CCN(CC2)CCO)C=C1)C(F)(F)F